1-methyl-3-(4-fluorophenyl)-2,4-dioxo-1,2,3,4-tetrahydropyrimidine-5-carboxylic acid ethyl ester C(C)OC(=O)C=1C(N(C(N(C1)C)=O)C1=CC=C(C=C1)F)=O